ClC1=C(C(=O)O)C=CC(=C1)NC(=O)C=1N(C(=CN1)C=1C(=NN(C1)C=1C=NC(=CC1)Cl)C(F)(F)F)C 2-chloro-4-[[5-[1-(6-chloro-3-pyridyl)-3-(trifluoromethyl)pyrazol-4-yl]-1-methyl-imidazole-2-carbonyl]amino]benzoic acid